OC1CC(C)(C)C(=C(C1=O)C)\C=C\C(\C)=C\C=C\C(\C)=C\C=C\C=C(/C)\C=C\C=C(/C)\C=C\C1=C(C)CC(CC1(C)C)O 3,3'-dihydroxy-4-keto-β-carotene